cyclopropylmethyl 4-(((1R,3R)-3-(2-cyanoethyl)cyclohexyl)amino)-1H-pyrrolo[2,3-b]pyridine-5-carboxylate C(#N)CC[C@@H]1C[C@@H](CCC1)NC1=C2C(=NC=C1C(=O)OCC1CC1)NC=C2